FC=1C(=CC2=C(OC3(CC3)C(N2CC#C)=O)C1)C1=C(C(=C(C(=C1F)F)F)F)F 7-fluoro-6-(perfluorophenyl)-4-(prop-2-yn-1-yl)spiro[benzo[b][1,4]oxazine-2,1'-cyclopropan]-3(4H)-one